2-phenyl-1,2,3,4-tetrahydronaphthalene C1(=CC=CC=C1)C1CC2=CC=CC=C2CC1